C1(CC1)CN1CCN(C2=CC=CC=C12)CCCN1CCCC1 1-(4-(cyclopropylmethyl)-3,4-dihydroquinoxalin-1(2H)-yl)-3-(pyrrolidin-1-yl)propan